trans-5-(2-(5,6-dimethoxypyridin-3-yl)cyclopropyl)-2,2'-bipyrimidine COC=1C=C(C=NC1OC)[C@H]1[C@@H](C1)C=1C=NC(=NC1)C1=NC=CC=N1